di-tert-butyl-[2-(2,4,6-triisopropylphenyl)phenyl]-phosphane C(C)(C)(C)P(C1=C(C=CC=C1)C1=C(C=C(C=C1C(C)C)C(C)C)C(C)C)C(C)(C)C